3-(o-methylphenyl)-1,4,2-dioxazol-5-one CC1=C(C=CC=C1)C1=NOC(O1)=O